N1=C(C=NC=C1)N1C(CCC2=CC(=CC=C12)C(=O)OC)C(F)(F)F methyl 1-(pyrazin-2-yl)-2-(trifluoromethyl)-1,2,3,4-tetrahydroquinoline-6-carboxylate